5-chloro-3-cyclopropyl-2-(4-(difluoromethyl)pyrimidin-5-yl)-3H-imidazo[4,5-b]pyridine ClC1=CC=C2C(=N1)N(C(=N2)C=2C(=NC=NC2)C(F)F)C2CC2